ClC1=C2C(=NC=C1)NN=C2CCCN(C(OCC2=CC=CC=C2)=O)C benzyl N-[3-(4-chloro-1H-pyrazolo[3,4-b]pyridin-3-yl)propyl]-N-methyl-carbamate